COC(=O)C1=NC(=C(C=C1N(C(=O)OC(C)(C)C)C(=O)OC(C)(C)C)C(F)(F)F)C1=C(C=CC=C1)CC=C.FC(C1=C(C=CC=C1)S(=O)(=O)[O-])(F)F.C1(=CC=CC=C1)[Sb+](C1=CC=CC=C1)(C1=CC=CC=C1)C1=CC=CC=C1 tetraphenylantimony 2-(trifluoromethyl)benzenesulfonate methyl-6-(2-allylphenyl)-3-[bis(tert-butoxycarbonyl)amino]-5-(trifluoromethyl)pyridine-2-carboxylate